FC(C1=NN(C=C1)CC(=O)OCCC=C(F)F)(F)F 4,4-difluorobut-3-en-1-yl 2-(3-(trifluoromethyl)-1H-pyrazol-1-yl)acetate